2-[2-[(2S,3R)-3-(3,5-dimethoxy-4-methyl-phenyl)-3-hydroxy-2-indan-2-yloxy-propyl]-1H-benzimidazol-5-yl]acetic acid COC=1C=C(C=C(C1C)OC)[C@H]([C@H](CC1=NC2=C(N1)C=CC(=C2)CC(=O)O)OC2CC1=CC=CC=C1C2)O